CC(C)CCCCCCCC(C)C 2-methyl-isododecane